COC(C1=C(C=C(C=C1CCCCC)O)O)=O.FC1=C(C=CC(=C1)CN1C(NC2=C1C=CC=C2)=O)NC(C)=O N-{2-fluoro-4-[(2-oxo-2,3-dihydro-1H-benzimidazol-1-yl)methyl]phenyl}acetamide Methyl-2,4-dihydroxy-6-pentylbenzoate